methyl-1-(4-(3-(1-methyl-1H-pyrazol-4-yl)-1H-pyrazolo[3,4-c]pyridin-5-yl)-3-(trifluoromethyl)phenyl)methylamine CNCC1=CC(=C(C=C1)C=1C=C2C(=CN1)NN=C2C=2C=NN(C2)C)C(F)(F)F